C(=O)O.CN(CCCC1=C(C(=CC=C1)C)C=1C=C2N(N=CC(=C2N[C@@H]2COCC2)C(=NC2=C(C=C(C=C2)O)CC)N)C1)C 6-[2-[3-(dimethylamino)propyl]-6-methyl-phenyl]-N'-(2-ethyl-4-hydroxy-phenyl)-4-[[(3S)-tetrahydrofuran-3-yl]amino]pyrrolo[1,2-b]pyridazine-3-carboxamidine formic acid salt